(2-{[2-(aminomethyl)-6-chloro-4-(pyrimidin-4-yl)phenyl]sulfanyl}pyridin-3-yl)methanol HCl salt Cl.NCC1=C(C(=CC(=C1)C1=NC=NC=C1)Cl)SC1=NC=CC=C1CO